[5-(1-chloroethyl)-1,3-benzoxazol-2-yl](5-fluoro-1,3-benzoxazol-2-yl)amine ClC(C)C=1C=CC2=C(N=C(O2)NC=2OC3=C(N2)C=C(C=C3)F)C1